ClC=1N=C(C2=C(N1)N(C=C2)[C@H]2[C@@H]([C@@H]([C@H](O2)CS(=O)(=O)CP(O)(O)=O)O)O)NC2CCCCC2 [(2S,3S,4R,5R)-5-[2-chloro-4-(cyclohexyl-amino)pyrrolo[2,3-d]-pyrimidin-7-yl]-3,4-dihydroxy-tetrahydro-furan-2-yl]methyl-sulfonylmethylphosphonic acid